C1(=CC=CC2=CC=CC=C12)S(=O)(=O)OC=1C=C(C=CC1)NC(=O)NC1=CC=C(C=C1)OS(=O)(=O)C1=CC=CC2=CC=CC=C12 N-[3-(1-naphthalenesulfonyloxy)phenyl]-N'-[4-(1-naphthalenesulfonyloxy)phenyl]urea